methyltributylammonium hydrogensulfate S(=O)(=O)(O)[O-].C[N+](CCCC)(CCCC)CCCC